FC=1C=C2C=C(N(C2=CC1CNC1=NOC=C1)S(=O)(=O)C1=CC=CC=C1)CNC(=O)C1(CC1)C N-((5-fluoro-6-((isoxazol-3-ylamino)methyl)-1-(phenylsulfonyl)-1H-indol-2-yl)methyl)-1-methylcyclopropane-1-carboxamide